C(C)(C)(C)OC(=O)NCCONC(=O)[C@H]1N2C(N([C@H](CC1)C2)OS(=O)(=O)[O-])=O (1R,2S,5R)-2-((2-((tert-butoxycarbonyl) amino) ethoxy) carbamoyl)-7-oxo-1,6-diazabicyclo[3.2.1]oct-6-ylsulfate